C1(CCCC1)OC1=CC=C(C=C1)C=1N=NNC1 4-(4-(cyclopentyloxy)phenyl)-1H-1,2,3-triazole